C(C)(C)(C)OC(CN1C[C@@H](CC1)CCC)=O alpha-((R)-3-propyl-pyrrolidin-1-yl)acetic acid tert-butyl ester